CN1C=NC(=C1)C=1C=C(C=CC1NC1=CC=C(C=C1)C(F)(F)F)C(C)=O 1-(3-(1-methyl-1H-imidazol-4-yl)-4-((4-(trifluoromethyl)phenyl)amino)phenyl)ethan-1-one